2-(2-chloro-4-(2-((4-(6-chloropyridin-3-yl)-5-methylthiazol-2-yl)amino)-2-oxoethyl)phenoxy)pyridine-3-carboxamide ClC1=C(OC2=NC=CC=C2C(=O)N)C=CC(=C1)CC(=O)NC=1SC(=C(N1)C=1C=NC(=CC1)Cl)C